3-(2-bromo-6-methoxypyridin-3-yl)-1-(4-fluoro-2-methylphenyl)-7-(trifluoromethyl)-2,3-dihydroquinazolin BrC1=NC(=CC=C1N1CN(C2=CC(=CC=C2C1)C(F)(F)F)C1=C(C=C(C=C1)F)C)OC